C(C)(C)(C)C1N(CCC2=CC(=CC=C12)C1=NC=CC=N1)C(=O)OC(COC)COC1=CC=C(C=C1)OC1=CC=CC=C1 1-methoxy-3-(4-phenoxyphenyl)oxy-2-propanol tert-butyl-6-(pyrimidin-2-yl)-3,4-dihydroisoquinoline-2(1H)-carboxylate